FC=1C=C(C=C(C1F)F)C1=C(C=CC=C1)NC(=O)C=1C(=NN(C1)C)C(F)F 3-difluoromethyl-1-methyl-1H-pyrazole-4-carboxylic acid (3',4',5'-trifluoro-biphenyl-2-yl) amide